N-((S)-4-Methyl-5-oxo-5,6,7,8-tetrahydro-4H-pyrazolo[1,5-a][1,3]diazepin-6-yl)-1-(((1R,3S)-3-methylcyclobutyl)methyl)-1H-1,2,4-triazol-3-carboxamid CN1C=2N(CC[C@@H](C1=O)NC(=O)C1=NN(C=N1)CC1CC(C1)C)N=CC2